CCC(C1=CC=C(C=C1)OC2=CC(=C(C=C2)C(=O)O)C(=O)O)C3=CC=C(C=C3)OC4=CC(=C(C=C4)C(=O)O)C(=O)O bis[4-(3,4-dicarboxyphenoxy)phenyl]propane